C1(CC1)C1=CC=C(CCN2C(OC(=N2)CN2C=NC=3N=CN(C3C2=O)C)=O)C=C1 3-(4-cyclopropylphenethyl)-5-((7-methyl-6-oxo-6H-purin-1(7H)-yl)methyl)-1,3,4-oxadiazol-2(3H)-one